methyl-(7E)-9-oxo-7-nonenoic acid CC(C(=O)O)CCCC\C=C\C=O